P(OC1=C(C=CC=C1)[Si](CC)(CC)CC)(OC1=C(C=CC=C1)[Si](CC)(CC)CC)OC1=C(C=CC=C1)[Si](CC)(CC)CC tri(triethylsilylphenyl) phosphite